1'-(6-amino-5-fluoropyrimidin-4-yl)-3-(3,5-dichlorophenylamino)-4'-(trifluoromethyl)-1,3'-bipiperidin-2-one NC1=C(C(=NC=N1)N1CC(C(CC1)C(F)(F)F)N1C(C(CCC1)NC1=CC(=CC(=C1)Cl)Cl)=O)F